The molecule is a dipeptide obtained by formal condensation of the carboxy group of (2S,5S)-5-(aminomethyl)-5-hydroxy-6-oxopiperidine-2-carboxylic acid (tabtoxinine-delta-lactam) with the amino group of L-threonine. It is a L-threonine derivative, a member of piperidones, a delta-lactam, a tertiary alcohol, a primary amino compound, a secondary alcohol and a dipeptide. It derives from a tabtoxinine-delta-lactam. C[C@H]([C@@H](C(=O)O)NC(=O)[C@@H]1CC[C@@](C(=O)N1)(CN)O)O